[Si](C)(C)(C(C)(C)C)OC1CC(C1)COC1=NN=C(S1)NC(=O)C=1C=NC(=CC1C1=CC(=NC=C1OC)Cl)C N-(5-(((1s,3s)-3-((tert-butyldimethylsilyl)oxy)cyclobutyl)methoxy)-1,3,4-thiadiazol-2-yl)-2'-chloro-5'-methoxy-6-methyl-(4,4'-bipyridine)-3-carboxamide